2-bromo-1-(pyrimidin-4-yl)ethanone BrCC(=O)C1=NC=NC=C1